N-{[(2R)-1,4-Dioxan-2-yl]methyl}-4-methyl-2-[(6-methylpyridin-3-yl)methyl]-8-(trifluoromethyl)-4,5-dihydro-2H-furo[2,3-g]indazol-7-carboxamid O1[C@@H](COCC1)CNC(=O)C1=C(C2=C(CC(C3=CN(N=C23)CC=2C=NC(=CC2)C)C)O1)C(F)(F)F